NC1=C2C(=NC=N1)N(N=C2C2=CC=C(C=C2)OC2=CC=CC=C2)[C@H]2CN(CCC2)C(C(CBr)C)=O 1-[(3R)-3-[4-amino-3-(4-phenoxyphenyl)pyrazolo[3,4-d]pyrimidin-1-yl]-1-piperidyl]-3-bromo-2-methyl-propan-1-one